C(C)OCOC1=C(C=CC(=C1F)C)OB(O)O (2-(ethoxymethoxy)-3-fluoro-4-methylphenyl)boric acid